3-(1-(3-bromophenyl)pyrrolidin-3-yl)-2-fluorobenzoic acid BrC=1C=C(C=CC1)N1CC(CC1)C=1C(=C(C(=O)O)C=CC1)F